ClC1=CC(=C(C=C1)C1(OC(=C(C1=O)O[Si](C)(C)C)N)C)F 2-(4-chloro-2-fluorophenyl)-2-methyl-4-trimethylsiloxy-5-amino-3(2H)-furanone